The molecule is a 1-(phosphoribosyl)imidazolecarboxamide. It has a role as an Escherichia coli metabolite and a mouse metabolite. It is a conjugate acid of a 5-formamido-1-(5-phospho-D-ribosyl)imidazole-4-carboxamide(2-). C1=NC(=C(N1[C@H]2[C@@H]([C@@H]([C@H](O2)COP(=O)(O)O)O)O)NC=O)C(=O)N